FC1=CC=C(OCCN2N=NC(=C2C(=O)NC(C)C2=CC=C(C(=O)O)C=C2)C=2OC(=CC2)C)C=C1 4-(1-(1-(2-(4-fluorophenoxy)ethyl)-4-(5-methylfuran-2-yl)-1h-1,2,3-triazole-5-carboxamido)ethyl)benzoic acid